N-(4-methoxybenzyl)-1-(5-(methoxymethyl)thiazol-2-yl)methylamine COC1=CC=C(CNCC=2SC(=CN2)COC)C=C1